tert-butyl (R)-l-1-methoxy-10-methyl-1,2,4,4a,5,6-hexahydro-3H,14H-pyrazino[1',2':5,6][1,5]oxazocino[2,3-g]quinoline-3-carboxylate CO[C@@H]1CN(CC2N1CC1=C(C=C3C=C(C=NC3=C1)C)OCC2)C(=O)OC(C)(C)C